C(#C)C=1C(NC(NC1)=O)=O 5-ethynyl-2,4(1H,3H)-pyrimidinedione